N-((R)-1-(3-(difluoromethyl)-2-fluorophenyl)ethyl)-6-((S)-2-methylmorpholino)cinnolin-4-amine FC(C=1C(=C(C=CC1)[C@@H](C)NC1=CN=NC2=CC=C(C=C12)N1C[C@@H](OCC1)C)F)F